ethoxydimethyl{2-[(oxiran-2-yl)methoxy]ethyl}silane C(C)O[Si](CCOCC1OC1)(C)C